C1(CCCC1)C(CC(=O)O)N1N=CC(=C1)C=1C2=C(N=CN1)N(C=C2)COCC[Si](C)(C)C 3-cyclopentyl-3-(4-(7-((2-(trimethylsilyl)ethoxy)methyl)-7H-pyrrolo[2,3-d]pyrimidin-4-yl)-1H-pyrazol-1-yl)propionic acid